tert-butyl 3,3-difluoro-4-(hydroxymethyl)piperidine-1-carboxylate FC1(CN(CCC1CO)C(=O)OC(C)(C)C)F